5,8,11,14,17-eicosapentaenoic acid methyl ester COC(CCCC=CCC=CCC=CCC=CCC=CCC)=O